(aminomethyl)-5-methyl-hexanoic acid NCC(C(=O)O)CCC(C)C